C1(=CCCCC1)O[Si](C)(C)C cyclohexen-1-yloxy(trimethyl)silane